6-(2-chloro-5-fluorophenyl)-3-(((3aR,5s,6aS)-2-((tetrahydro-2H-pyran-4-yl)methyl)octahydro-cyclopenta[c]pyrrol-5-yl)amino)pyridazine-4-carbonitrile ClC1=C(C=C(C=C1)F)C1=CC(=C(N=N1)NC1C[C@@H]2[C@@H](CN(C2)CC2CCOCC2)C1)C#N